BrC1=C(C=C(C=C1C)NC(C)=O)OC N-(4-bromo-3-methoxy-5-methylphenyl)acetamide